4-({2-[(1R,2R,3S,5R)-2,3-dihydroxy-6,6-dimethylbicyclo[3.1.1]heptan-2-yl]ethyl}amino)benzoic acid O[C@@]1([C@H]2C([C@@H](C[C@@H]1O)C2)(C)C)CCNC2=CC=C(C(=O)O)C=C2